6-Ethyl-8-methoxy-1,7-naphthyridin-4-yl trifluoromethanesulfonate FC(S(=O)(=O)OC1=CC=NC2=C(N=C(C=C12)CC)OC)(F)F